tri-tert-butyl (3S,10S,14R)-1-[(1r,4S)-4-(aminomethyl)cyclohexyl]-3-[(naphthalen-2-yl)methyl]-1,4,12-trioxo-2,5,11,13-tetraazahexadecane-10,14,16-tricarboxylate NCC1CCC(CC1)C(N[C@H](C(NCCCC[C@H](NC(N[C@H](CCC(=O)OC(C)(C)C)C(=O)OC(C)(C)C)=O)C(=O)OC(C)(C)C)=O)CC1=CC2=CC=CC=C2C=C1)=O